C(C)(=O)OCCCC=C 4-PENTENYL ACETATE